tert-butyl N-[(1S)-1-{[(1S)-1-cyclohexyl-2-[(2S)-2-(4-{3-[(5-hydroxypentyl)oxy]benzoyl}-1,3-thiazol-2-yl)pyrrolidin-1-yl]-2-oxoethyl]carbamoyl}ethyl]-N-methylcarbamate C1(CCCCC1)[C@@H](C(=O)N1[C@@H](CCC1)C=1SC=C(N1)C(C1=CC(=CC=C1)OCCCCCO)=O)NC(=O)[C@H](C)N(C(OC(C)(C)C)=O)C